(3R,4S)-3,4-DIISOPROPYLTETRAHYDROFURAN-3,4-DIOL Titanium (IV) chloride [Ti](Cl)(Cl)(Cl)Cl.C(C)(C)[C@]1(COC[C@@]1(O)C(C)C)O